OCCN1CC(CCC1)NC1=C(C=C(N=N1)C1=C(C=C(C=C1C)C(F)(F)F)O)C 2-(6-((1-(2-hydroxyethyl)piperidin-3-yl)amino)-5-methylpyridazin-3-yl)-3-methyl-5-(trifluoromethyl)phenol